CC1(OC2=C(C(C1)=O)C(=C(C(=C2)O)C(=O)OC)O)C methyl 2,2-dimethyl-5,7-dihydroxyl-4-oxo-2,3-dihydrobenzopyran-6-carboxylate